C(C)(C)(C)OC(\C(=C\C1=C(C(=CC=C1)C=O)F)\C)=O.C1(CC1)[C@H](C)NC1=NC(=NC=C1C(=O)N)NC1CCC(CC1)O 4-((S)-1-cyclopropylethylamino)-2-((1r,4S)-4-hydroxycyclohexylamino)pyrimidine-5-carboxamide tert-butyl-(E)-3-(2-fluoro-3-formyl-phenyl)-2-methyl-prop-2-enoate